3-((3-exo)-3-((4-((5-methyl-1H-pyrazol-3-yl)amino)-7-(thiazol-4-yl)quinazolin-2-yl)amino)-8-azabicyclo[3.2.1]octan-8-yl)propionitrile CC1=CC(=NN1)NC1=NC(=NC2=CC(=CC=C12)C=1N=CSC1)NC1CC2CCC(C1)N2CCC#N